CC(C)(C#N)N=NC(C)(C)C#N α,α'-Azoisobutyronitril